2-(4-amino-2-(7-fluoro-1-(2-fluorobenzyl)-1H-indazol-3-yl)pyrimidine-5-carboxamido)acetic acid NC1=NC(=NC=C1C(=O)NCC(=O)O)C1=NN(C2=C(C=CC=C12)F)CC1=C(C=CC=C1)F